hexacosyl n-heptanoate C(CCCCCC)(=O)OCCCCCCCCCCCCCCCCCCCCCCCCCC